OCC1=NN2C(N=CC=C2C(=O)NC2CC3=CC=CC=C3C2)=C1C(=O)N 2-(hydroxymethyl)-N7-indan-2-yl-pyrazolo[1,5-a]pyrimidine-3,7-dicarboxamide